4,4-difluorophenethylamin FC1(CC=C(CCN)C=C1)F